N-((3R,4S)-3-((((1s,4S)-4-(1-methyl-1H-indazol-5-yl)cyclohexyl)oxy)methyl)-1-(pyridazin-3-yl)piperidin-4-yl)dimethylsulfamide CN1N=CC2=CC(=CC=C12)C1CCC(CC1)OC[C@@H]1CN(CC[C@@H]1NS(=O)(=O)N(C)C)C=1N=NC=CC1